ClC1=NC(=C2N=C(NC2=N1)C)N1[C@H](CN([C@@H](C1)C)C(C(C)C)C1=CC=C(C=C1)OC(F)(F)F)C 2-chloro-6-((2S,5R)-2,5-dimethyl-4-(2-methyl-1-(4-(trifluoromethoxy)phenyl)propyl)piperazin-1-yl)-8-methyl-9H-purine